N-(3-(1-hydroxy-2,2-dimethylpropyl)-5-methoxypyridin-4-yl)pivalamide OC(C(C)(C)C)C=1C=NC=C(C1NC(C(C)(C)C)=O)OC